4-(4-{[2-(3,4-dimethoxyphenyl)-1,3-thiazol-4-yl]methyl}piperazin-1-yl)-N,N-dimethyl-6-(propan-2-yl)pyrimidin-2-amine COC=1C=C(C=CC1OC)C=1SC=C(N1)CN1CCN(CC1)C1=NC(=NC(=C1)C(C)C)N(C)C